1-(trans-4-((4-(4-chloro-1-methyl-1H-pyrazol-3-yl)-5-(trifluoromethyl)pyrimidin-2-yl)amino)cyclohexyl)-3-(cyclopropylmethyl)-1-(5-(2-methoxypyrimidin-5-yl)pyridin-2-yl)urea ClC=1C(=NN(C1)C)C1=NC(=NC=C1C(F)(F)F)N[C@@H]1CC[C@H](CC1)N(C(=O)NCC1CC1)C1=NC=C(C=C1)C=1C=NC(=NC1)OC